OC=1C=C(C2=C(OC(OC2=O)(CC(C)=O)C)C1C1=C(C=CC(=C1)C)C(=C)C)CCCCC 7-hydroxy-2-methyl-8-(5-methyl-2-(prop-1-en-2-yl)phenyl)-2-(2-oxopropyl)-5-pentyl-4H-benzo[d][1,3]dioxin-4-one